N,N'-di(2-hydroxyethyl)piperazine OCCN1CCN(CC1)CCO